C(C)(=O)N1C[C@@H]2[C@H](C1)[C@H](CO2)C(=O)N2[C@@H](C[C@H](C2)F)C(=O)N[C@H](C2=CC=C(C=C2)C(C)C)C2=CC=CC=C2 (2S,4R)-1-[(3R,3aS,6aS)-5-acetyl-hexahydro-2H-furo[2,3-c]pyrrole-3-carbonyl]-4-fluoro-N-[(S)-phenyl[4-(propan-2-yl)phenyl]methyl]pyrrolidine-2-carboxamide